OCC(CC1=C(C=CC=C1)OP(=O)(OC1=CC=CC=C1)CCCS(=O)(=O)O)(C)CO 3-((3-hydroxy-2-(hydroxymethyl)-2-methylpropyl)diphenylphosphono)propane-1-sulfonic acid